N1CC(CCC1)C=O (piperidin-3-yl)methanone